The molecule is a phenolate anion that is the conjugate base of 4-nitrophenol; major species at pH 7.3. It has a role as a human xenobiotic metabolite. It is a conjugate base of a 4-nitrophenol. C1=CC(=CC=C1[N+](=O)[O-])[O-]